5-CHLORO-3-(DIFLUOROMETHYL)-1-PROPYL-1H-PYRAZOLE-4-CARBALDEHYDE ClC1=C(C(=NN1CCC)C(F)F)C=O